(±)-1-(3,4-dichlorobenzyl)-8-((cis)-3-hydroxycyclohexylamino)-3,7-dimethyl-1H-purine-2,6(3H,7H)-dione ClC=1C=C(CN2C(N(C=3N=C(N(C3C2=O)C)N[C@@H]2C[C@@H](CCC2)O)C)=O)C=CC1Cl |r|